2-[2-[(5-hydroxy-2-pyridinyl)methylcarbamoyl]indan-2-yl]acetic acid OC=1C=CC(=NC1)CNC(=O)C1(CC2=CC=CC=C2C1)CC(=O)O